trimethylcyclobutan CC1C(CC1)(C)C